C(COCCS)OCCS 2,2'-(1,2-ethanediyl-dioxy)diethyl mercaptan